2,3-difluoro-4-(methylamino)-5-nitrobenzoic acid methyl ester COC(C1=C(C(=C(C(=C1)[N+](=O)[O-])NC)F)F)=O